O=C1C(=C(N(C=C1C(=O)OCC)C1=CC=CC=C1)C(=O)OC)C(=O)OC 5-Ethyl 2,3-dimethyl 4-oxo-1-phenyl-1,4-dihydropyridine-2,3,5-tricarboxylate